ClC1=C(C=C2C=C(N=CC2=C1)NC(=O)[C@H]1[C@@H](CC1)C#N)N1CCN(CC1)[C@]1(COC[C@H]1F)C (1R,2R)-N-[7-chloro-6-[4-((3S,4S)-4-fluoro-3-methyl-tetrahydrofuran-3-yl)piperazin-1-yl]-3-isoquinolinyl]-2-cyano-cyclobutanecarboxamide